(1'R,5'S)-1-((4-(difluoromethoxy)phenyl)sulfonyl)-8'-(2-methoxy-2-methylpropyl)-8'-azaspiro[azetidine-3,3'-bicyclo[3.2.1]octane] FC(OC1=CC=C(C=C1)S(=O)(=O)N1CC2(C[C@H]3CC[C@@H](C2)N3CC(C)(C)OC)C1)F